Cl.CNS(=O)=O N-methylsulfonamide hydrochloride